BrC1=C2C=C(C=NC2=CC(=C1)C)CC 5-bromo-3-ethyl-7-methylquinoline